OC1CCN(CC1)C1=NC(=NC(=C1)NCN1S(C2=C(C1=O)C=CC=C2)(=O)=O)NC=2SC(=C(N2)C)C(=O)OCC 2-[[4-[4-hydroxy-1-piperidinyl]-6-[[(1,1-dioxo-3-oxo-1,2-benzisothiazol-2(3H)-yl)methyl]amino]-2-pyrimidinyl]amino]-4-methyl-5-thiazolecarboxylic acid, ethyl ester